CC=1CC2=CC=CC(=C2C1)C1=CC=C(C=C1)C(C)(C)C 2-methyl-4-(4-tert-butylphenyl)-1H-indene